CC1=CC=CC(=N1)C1=C(N=CN1)C=1C=C2C=C(C=NC2=CC1)C(=O)OCCC1CNC1 2-(azetidin-3-yl)ethyl 6-[5-(6-methyl-2-pyridyl)-1H-imidazol-4-yl]quinoline-3-carboxylate